(S)-2-amino-3-(2-oxo-1,2-dihydropyridin-3-yl)propanamide hydrochloride Cl.N[C@H](C(=O)N)CC=1C(NC=CC1)=O